bis-methyl-styrylbenzene samarium-europium-neodymium [Nd].[Eu].[Sm].CC=1C(=C(C=CC1)C=CC1=CC=CC=C1)C